trisaminopropylamine NCCCN(CCCN)CCCN